(rac)-6'-methyl-N-(propan-2-yl)-2'-(quinolin-3-yl)-5',6'-dihydrospiro[azetidine-3,4'-pyrrolo[1,2-b]pyrazole]-1-carboxamide C[C@@H]1CC2(C=3N1N=C(C3)C=3C=NC1=CC=CC=C1C3)CN(C2)C(=O)NC(C)C |r|